OCC1CCN(CC1)C1=CC=C(C=C1)C1=NN(C(N1C)=O)C1C(NC(CC1)=O)=O 3-(3-(4-(4-(hydroxymethyl)piperidin-1-yl)phenyl)-4-methyl-5-oxo-4,5-dihydro-1,2,4-triazol-1-yl)piperidine-2,6-dione